tert-butyl (3,5-difluoro-4-((1-((2-(trimethylsilyl)ethoxy)methyl)-1H-pyrrolo-[2,3-b]pyridin-4-yl)oxy)benzyl)carbamate FC=1C=C(CNC(OC(C)(C)C)=O)C=C(C1OC1=C2C(=NC=C1)N(C=C2)COCC[Si](C)(C)C)F